Cl[C@H]1[C@@](C(=O)N)(C=C(C=C1)NC(=O)C1C(C1C1=CC(=CC(=C1)S(F)(F)(F)(F)F)Cl)(Cl)Cl)C1=C(C=C(C=C1)F)F cis-2-Chloro-5-(2,2-dichloro-3-(3-chloro-5-(pentafluoro-λ6-sulfanyl)phenyl)cyclopropane-1-carboxamido)-1-(2,4-difluorophenyl)benzamide